(R)-N-(4-(3-amino-7-(5-(2,4-dimethylpiperazin-1-yl)pyridin-2-yl)-1H-pyrazolo[4,3-c]pyridin-4-yl)benzyl)-5-fluoro-2-methoxybenzamide NC1=NNC2=C1C(=NC=C2C2=NC=C(C=C2)N2[C@@H](CN(CC2)C)C)C2=CC=C(CNC(C1=C(C=CC(=C1)F)OC)=O)C=C2